C1(OC[C@@H](C)O1)=O (R)-Propylene Carbonate